C1(=CC=CC=C1)CCCO[SiH](CC)CC phenylpropoxydiethylsilane